CC=1C=C(C=CC1OC1=CC2=C(N(C=N2)C)C=C1)NC1=NC=NC2=CC3=C(C=C12)N1CCN([C@H](CO3)C1)C(C#CC)=O 1-((10S)-4-((3-methyl-4-((1-methyl-1H-benzo[d]imidazol-5-yl)oxy)phenyl)amino)-7,8,10,11-tetrahydro-9H-6,10-methano[1,4,7]oxadiazonino[3,2-g]quinazolin-9-yl)but-2-yn-1-one